C(CCC)C(CN=C=O)(CCCN=C=O)CC 2-butyl-2-ethyl-1,5-diisocyanatopentane